(R)-3-(2-chloro-4-((3-chloro-4-((R)-3-chloro-2-hydroxypropoxy)phenyl)sulfonyl)phenoxy)propane-1,2-diol ClC1=C(OC[C@@H](CO)O)C=CC(=C1)S(=O)(=O)C1=CC(=C(C=C1)OC[C@H](CCl)O)Cl